C1(CCC1)C#CC1=CC(=CC(=N1)[C@H](CC(=O)OC)NC(C(CC(C)C)N1C(C=C(C(=C1)CCN(C)C)C(F)(F)F)=O)=O)C1=C(C=CC=C1C)C methyl (3S)-3-(6-(cyclobutylethynyl)-4-(2,6-dimethylphenyl)pyridin-2-yl)-3-(2-(5-(2-(dimethylamino)ethyl)-2-oxo-4-(trifluoromethyl)pyridin-1(2H)-yl)-4-methylpentanamido)propanoate